2-chloro-N-(2-chloro-5-cyanobenzoyl)-5-cyanobenzamide ClC1=C(C(=O)NC(C2=C(C=CC(=C2)C#N)Cl)=O)C=C(C=C1)C#N